C1(CC1)C=1C(=NC(=NC1)N(CC1=CC=C(C=C1)OC)CC1=CC=C(C=C1)OC)OC 5-cyclopropyl-4-methoxy-N,N-bis[(4-methoxyphenyl)methyl]Pyrimidine-2-amine